3-(4-(4-cyclopropylpiperazin-1-yl)phenyl)-N-hydroxybenzo[c]isoxazole-5-carboxamide C1(CC1)N1CCN(CC1)C1=CC=C(C=C1)C1=C2C(=NO1)C=CC(=C2)C(=O)NO